methyl 2-((4aS,8aS,Z)-3-oxooctahydroquinoxalin-2(1H)-ylidene)acetate O=C1/C(/N[C@H]2CCCC[C@@H]2N1)=C/C(=O)OC